(1S,2S,3S)-3-hydroxycyclopentane OC1CCCC1